Cl.NC=1C=C(N(C1)C)C(=O)OC methyl 4-amino-1-methyl-1H-pyrrole-2-carboxylate hydrochloride